1-(4-(3,5-dimethoxystyryl)phenyl)-5-methyl-1H-pyrazole-4-carboxylic acid COC=1C=C(C=CC2=CC=C(C=C2)N2N=CC(=C2C)C(=O)O)C=C(C1)OC